ClC=1C=CC=C2C=CC=C(C12)C1=CN=C2C(=CC(=NC2=C1)OC[C@]12CCCN2C[C@@H](C1)F)N1C[C@@H](N(CC1)C(C(=C)F)=O)CC#N 2-((S)-4-(7-(8-chloronaphthalen-1-yl)-2-(((2R,7aS)-2-fluorotetrahydro-1H-pyrrolizin-7a(5H)-yl)methoxy)-1,5-naphthyridin-4-yl)-1-(2-fluoroacryloyl)piperazin-2-yl)acetonitrile